C1(CC1)C1=C(C(=NO1)C1=C(C=CC=C1Cl)Cl)CCN1CCC2(CC(CO2)O)CC1 8-(2-(5-cyclopropyl-3-(2,6-dichlorophenyl)isoxazol-4-yl)ethyl)-1-oxa-8-azaspiro[4.5]decan-3-ol